N1=C(N=CC=C1)C1(CC1)NC(=O)[C@H]1CN(CC[C@@H]1NC(=O)C1=NOC(=C1)C1=C(C=C(C=C1)F)F)C1CCC1 (3S,4S)-1-cyclobutyl-4-{[5-(2,4-difluoro-phenyl)-isoxazole-3-carbonyl]-amino}-piperidine-3-carboxylic acid (1-pyrimidin-2-yl-cyclopropyl)-amide